C(C)(C)(C)OC(=O)N[C@@H](CC(=O)OCC)C=1C=C(C=C(C1F)C)C1=C(C=C(C=C1OS(=O)(=O)C(F)(F)F)C1CC1)C Ethyl (S)-3-((tert-butoxycarbonyl)amino)-3-(4'-cyclopropyl-4-fluoro-2',5-dimethyl-6'-(((trifluoromethyl)sulfonyl)oxy)-[1,1'-biphenyl]-3-yl)propanoate